C(C1=CC=CC=C1)(=O)OC(C\C=C/CC)CCCCCCCCC (Z)-pentadec-3-en-6-yl benzoate